C(C)(=O)N1C[C@H](CC1)OC=1C=CC(=C2CCN([C@@H](C12)CN1C(C2=CC=CC=C2C1=O)=O)C(=O)C1CCCCC1)Br (1S,2R)-2-((S)-8-(((S)-1-Acetylpyrrolidin-3-yl)oxy)-5-bromo-1-((1,3-dioxoisoindolin-2-yl)methyl)-1,2,3,4-tetrahydroisochinolin-2-carbonyl)cyclohexan